6-chloro-8-fluoro-2-(3-((2R,4S)-4-methoxy-2-methyl-piperidin-1-yl)propoxy)quinazolin ClC=1C=C2C=NC(=NC2=C(C1)F)OCCCN1[C@@H](C[C@H](CC1)OC)C